N-(3-carbamoyl-oxapentan-3-yl)-2-methyl-5-[(6-methylpyridin-3-yl)methoxy]-2H-indazole-3-carboxamide C(N)(=O)C(CO)(CC)NC(=O)C=1N(N=C2C=CC(=CC12)OCC=1C=NC(=CC1)C)C